N(=[N+]=[N-])CCCCC[C@H](C(C)(C)C1=CC(=C(C(=C1)OC)[C@H]1C=C([C@@H]2C([C@H]1C2)(C)C)CN)OC)C2=CC=CC=C2 ((1S,4S,5S)-4-(4-((S)-8-azido-2-methyl-3-phenyloctan-2-yl)-2,6-dimethoxyphenyl)-6,6-dimethylbicyclo[3.1.1]hept-2-en-2-yl)methanamine